5,6-dichloro-1H-indene ClC=1C=C2C=CCC2=CC1Cl